(3R,4S)-3-(2,3-difluorophenyl)-4-(4-(4-(dimethoxymethyl)piperidin-1-yl)-3-fluorophenyl)chroman-7-ol FC1=C(C=CC=C1F)[C@@H]1COC2=CC(=CC=C2[C@@H]1C1=CC(=C(C=C1)N1CCC(CC1)C(OC)OC)F)O